2-(2,5-dimethylpyridin-4-yl)-5-(1-(1-fluoropropan-2-yl)piperidin-4-yl)-3-isopropyl-1H-indole CC1=NC=C(C(=C1)C=1NC2=CC=C(C=C2C1C(C)C)C1CCN(CC1)C(CF)C)C